ClC1=CC=C(C=C1)N1CC2=CC=CC(=C2CC1)C1CCN(CC1)CC1=NC=2C(=NC(=CC2)C(=O)O)N1C[C@H]1OCC1 (S)-2-((4-(2-(4-Chlorophenyl)-1,2,3,4-tetrahydroisoquinolin-5-yl)piperidin-1-yl)methyl)-3-(oxetan-2-ylmethyl)-3H-imidazo[4,5-b]pyridine-5-carboxylic acid